lithium 2,6-dinitrobenzoate [N+](=O)([O-])C1=C(C(=O)[O-])C(=CC=C1)[N+](=O)[O-].[Li+]